tert-Butyl 3-((2-(N,N-bis(4-methoxybenzyl)sulfamoyl)-4-(2-chloropyridin-4-yl)-3-(1-(4-methoxybenzyl)-1H-tetrazol-5-yl)phenyl)sulfonyl)azetidine-1-carboxylate COC1=CC=C(CN(S(=O)(=O)C2=C(C=CC(=C2C2=NN=NN2CC2=CC=C(C=C2)OC)C2=CC(=NC=C2)Cl)S(=O)(=O)C2CN(C2)C(=O)OC(C)(C)C)CC2=CC=C(C=C2)OC)C=C1